dihydro-[2,4'-bipyridine] N1C(C=CC=C1)C1=CC=NC=C1